N-(5,6-Dimethoxy-benzothiazol-2-yl)-2-(4-ethanesulfonyl-phenyl)-2-(3-methyl-but-2-enyloxy)-acetamide COC=1C(=CC2=C(N=C(S2)NC(C(OCC=C(C)C)C2=CC=C(C=C2)S(=O)(=O)CC)=O)C1)OC